ClC1=NC=CC(=N1)C=1C=C(C2=C(N(C(=N2)COC)C(C)C)C1)F 6-(2-chloropyrimidin-4-yl)-4-fluoro-1-isopropyl-2-(methoxymethyl)-1H-benzo[d]Imidazole